isopropyl 2-((5-amino-4-((2-(dimethylamino)ethyl)(methyl)amino)-2-methoxyphenyl)amino)-4-(5-cyano-3,3-dimethyl-2,3-dihydro-1H-pyrrolo[3,2-b]pyridin-1-yl)pyrimidine-5-carboxylate NC=1C(=CC(=C(C1)NC1=NC=C(C(=N1)N1CC(C2=NC(=CC=C21)C#N)(C)C)C(=O)OC(C)C)OC)N(C)CCN(C)C